CC1=CC2[C@H](C(OC=3C=C(C=C(C23)O)C(C)C)=C)CC1 (6Ar)-9-methyl-6-methylidene-3-propan-2-yl-6a,7,8,10a-tetrahydrobenzo[c]chromen-1-ol